C(C)(C)(C)OC(=O)N1[C@@H](C[C@H](C1)N=[N+]=[N-])COS(=O)(=O)C.ClC1=CC=CC2=C1C(=NO2)NS(=O)(=O)C2=C(C=CC(=C2)F)OC N-(4-chlorobenzo[d]isoxazol-3-yl)-5-fluoro-2-methoxybenzenesulfonamide tert-Butyl-(2S,4R)-4-azido-2-(((methylsulfonyl)oxy)methyl)pyrrolidine-1-carboxylate